N-[2-(4,4-difluoro-1-piperidyl)-6-(7,8-dihydro-5H-1,6-naphthyridin-6-yl)-4-methyl-3-pyridyl]-5-ethyl-oxazole-4-carboxamide FC1(CCN(CC1)C1=NC(=CC(=C1NC(=O)C=1N=COC1CC)C)N1CC=2C=CC=NC2CC1)F